C(#C)C1([C@H](O[C@@H]2OC(O[C@@H]21)(C)C)CO)OC(C)=O (3ar,5r,6ar)-acetic acid 6-ethynyl-5-(hydroxymethyl)-2,2-dimethyltetrahydrofurano[2,3-d][1,3]dioxol-6-yl ester